4,5-dibromo-9-fluorenone tert-butyl-3-(7-fluoro-6-hydroxy-pyrido[2,3-b]pyrazin-3-yl)piperidine-1-carboxylate C(C)(C)(C)OC(=O)N1CC(CCC1)C1=CN=C2C(=N1)N=C(C(=C2)F)O.BrC2=CC=CC=1C(C3=CC=CC(=C3C21)Br)=O